3,5-dichloro-N-[6-(2-chloro-5-fluorophenyl)-3-(2,2-difluoroethyl)-2-methyl-8-oxo-7,8-dihydro-6H-pyrrolo[4,3-g]indazol-5-yl]benzamide ClC=1C=C(C(=O)NC2=CC3=C(N(N=C3C3=C2C(NC3=O)C3=C(C=CC(=C3)F)Cl)C)CC(F)F)C=C(C1)Cl